[I-].C1(=CC=CC=C1)[SH+]C1=CC=CC=C1 diphenylsulfonium iodide